7-(5-chloro-2-fluorophenyl)-1-{1H-pyrazolo[3,4-b]pyridin-4-yl}-1H,2H,3H-pyrido[3,4-b][1,4]oxazine ClC=1C=CC(=C(C1)C1=CC2=C(OCCN2C2=C3C(=NC=C2)NN=C3)C=N1)F